5,6-dichloro-2-((4-fluoro-2-methylphenyl)-amino)nicotinic acid ClC=1C(=NC(=C(C(=O)O)C1)NC1=C(C=C(C=C1)F)C)Cl